C(C)(C)(C)OC(=O)N1C(C2=C(C=C(C=C2C1=O)Br)SCC1=CC=CC=C1)(C)C 7-(benzylthio)-5-bromo-1,1-dimethyl-3-oxoisoindoline-2-carboxylic acid tert-butyl ester